5-(benzyloxy)-2-iodoaniline C(C1=CC=CC=C1)OC=1C=CC(=C(N)C1)I